ClC=1C(=NC=C(C1)C(F)(F)F)N1CC2(CC2)[C@H](C1)NC(OC(C)(C)C)=O (R)-tert-butyl (5-(3-chloro-5-(trifluoromethyl)pyridin-2-yl)-5-azaspiro[2.4]heptan-7-yl)carbamate